6-((1-(((3R,4R)-3-Amino-4-hydroxypyrrolidin-1-yl)sulfonyl)cyclopropyl)methyl)-N-(4-cyanobenzyl)-1-methyl-7-oxo-4,5,6,7-tetrahydro-1H-pyrazolo[3,4-c]pyridine-3-carboxamide N[C@@H]1CN(C[C@H]1O)S(=O)(=O)C1(CC1)CN1C(C2=C(CC1)C(=NN2C)C(=O)NCC2=CC=C(C=C2)C#N)=O